C(C)(C)(C)OC(=O)NC(C)C1=C(N=C(O1)C1=CC(=C(C=C1)OC(F)F)OCC1CC1)CC1(C(=O)[O-])C(C=C(C=C1)F)OCC 1-((5-(1-((t-butoxycarbonyl) amino) ethyl)-2-(3-(cyclopropylmethoxy)-4-(difluoromethoxy) phenyl) oxazol-4-yl) methyl)-2-ethoxy-4-fluorobenzoate